BrCC(=O)NCC(C1=CC=CC=C1)(F)F 2-bromo-N-(2,2-difluoro-2-phenylethyl)acetamide